(S)-quinuclidin-3-yl (7-(2-chloro-5-(trifluoromethoxy)phenyl)-3,3-dimethylchroman-4-yl)carbamate ClC1=C(C=C(C=C1)OC(F)(F)F)C1=CC=C2C(C(COC2=C1)(C)C)NC(O[C@@H]1CN2CCC1CC2)=O